cobalt (ii) oxalate C(C(=O)[O-])(=O)[O-].[Co+2]